2-(4-(2-(tert-butyldimethylsilyloxy)ethoxy)-3,5-dimethylphenyl)-4-oxo-3,4-dihydroquinazoline-6-carbaldehyde [Si](C)(C)(C(C)(C)C)OCCOC1=C(C=C(C=C1C)C1=NC2=CC=C(C=C2C(N1)=O)C=O)C